(1R,2S,3S,6R,7S,8S,10R)-4-(tert-butoxycarbonyl)-4-azatetracyclo[5.3.1.0{2,6}.0{8,10}]undecane-3-carboxylic acid C(C)(C)(C)OC(=O)N1[C@@H]([C@H]2[C@H]3[C@@H]4C[C@@H]4[C@@H]([C@H]2C1)C3)C(=O)O